(9H-fluoren-9-yl)methyl (S)-(1-hydroxy-3-phenylpropan-2-yl-1,1-d2)carbamate OC([C@H](CC1=CC=CC=C1)NC(OCC1C2=CC=CC=C2C=2C=CC=CC12)=O)([2H])[2H]